(R)-TERT-BUTYL 4-((6-CHLORO-1-(DIMETHOXYMETHYL)-4,4-DIFLUORO-1,2,3,4-TETRAHYDRONAPHTHALEN-1-YL)METHOXY)-3-NITROBENZOATE ClC=1C=C2C(CC[C@](C2=CC1)(C(OC)OC)COC1=C(C=C(C(=O)OC(C)(C)C)C=C1)[N+](=O)[O-])(F)F